2-[(2S)-1-(2-Fluoroprop-2-enoyl)-4-[7-(8-methyl-1-naphthyl)-2-[[(2S)-1-methyl-5-oxo-pyrrolidin-2-yl]methoxy]-6,8-dihydro-5H-pyrido[3,4-d]pyrimidin-4-yl]piperazin-2-yl]acetonitrile FC(C(=O)N1[C@H](CN(CC1)C=1C2=C(N=C(N1)OC[C@H]1N(C(CC1)=O)C)CN(CC2)C2=CC=CC1=CC=CC(=C21)C)CC#N)=C